tert-butyl (4-cyano-4-(diallylamino)cyclohexyl)carbamate C(#N)C1(CCC(CC1)NC(OC(C)(C)C)=O)N(CC=C)CC=C